N1N=NC(=C1)CN1N=CC2=C(C1=O)N(C1=C2SC(=N1)CC1=NNC=C1)C 6-((1H-1,2,3-triazol-4-yl)methyl)-2-((1H-pyrazol-3-yl)methyl)-4-methyl-4H-thiazolo[5',4':4,5]pyrrolo[2,3-d]pyridazin-5(6H)-one